1-(3-(3-bromobenzoyl)-2-(3-bromophenyl)indolizin-1-yl)pyridin-2(1H)-one BrC=1C=C(C(=O)C2=C(C(=C3C=CC=CN23)N2C(C=CC=C2)=O)C2=CC(=CC=C2)Br)C=CC1